2-((4-bromo-2-fluorophenyl)thio)isoindoline-1,3-dione BrC1=CC(=C(C=C1)SN1C(C2=CC=CC=C2C1=O)=O)F